BrC=1C=C2C(=C(NC2=CC1)C(N)=O)NC(CNC(OC(C)(C)C)=O)=O tert-butyl N-[2-[(5-bromo-2-carbamoyl-1H-indol-3-yl)amino]-2-oxo-ethyl]carbamate